N[C@H](C(=O)O)[C@H](C1=CC=CC=C1)C1=CNC2=CC=CC=C12 (2S,3R)-2-amino-3-(1H-indol-3-yl)-3-phenylpropanoic acid